4-(6-((6-(3,5-dichlorophenyl)-4-((4-(2-methoxy-2-oxoethyl)piperidin-1-yl)methyl)-3-methylpyridin-2-yl)oxy)pyridazin-3-yl)piperazine-1-carboxylic acid tert-butyl ester C(C)(C)(C)OC(=O)N1CCN(CC1)C=1N=NC(=CC1)OC1=NC(=CC(=C1C)CN1CCC(CC1)CC(=O)OC)C1=CC(=CC(=C1)Cl)Cl